(4Z)-2-[[(2R)-2-Hydroxy-2-phenyl-ethyl]amino]-4-(quinoxalin-6-ylmethylene)-1H-imidazol-5-one O[C@@H](CNC=1NC(/C(/N1)=C/C=1C=C2N=CC=NC2=CC1)=O)C1=CC=CC=C1